Ethyl [4-(5-{5-[3-fluoro-5-(trifluoromethyl)phenyl]-7-[{[1-(methoxymethyl)cyclobutyl]methyl}(methyl)amino]-1H-imidazo[4,5-b]pyridin-2-yl} pyrazin-2-yl)piperazin-1-yl]acetate FC=1C=C(C=C(C1)C(F)(F)F)C1=CC(=C2C(=N1)N=C(N2)C=2N=CC(=NC2)N2CCN(CC2)CC(=O)OCC)N(C)CC2(CCC2)COC